C(C)(C)(C)OC(N(C1=NC=C(N=C1C1=CC(=NO1)C1=CCC(C=C1)=CNC(=O)NCC)C1=CC=C(C=C1)S(=O)(=O)C(C)C)C(=O)OC(C)(C)C)=O tert-Butyl(tert-butoxycarbonyl)(3-(3-(4-((3-ethylureido)methylene)phenyl)isoxazol-5-yl)-5-(4-(isoPropylsulfonyl)phenyl)pyrazin-2-yl)carbamate